m-xylylenebiscaprylic acid amide C1(=CC(=CC=C1)CCCCCCCCC(=O)N)CCCCCCCCC(=O)N